3,5-Dimethylphenyl-2,3-dihydrothiazolo[2,3-a]isoindol-5(9bH)-one CC=1C=C(C=C(C1)C)C1CN2C(C3=CC=CC=C3C2=O)S1